2-bromo-1-(1,3-dihydroisobenzofuran-5-yl)ethan-1-one BrCC(=O)C=1C=C2COCC2=CC1